4-{4-[(5-chloro-2-hydroxyphenyl)methyl]piperazin-1-yl}-1,6-dimethyl-2-oxo-1,2-dihydro-1,5-naphthyridine-3-carbonitrile ClC=1C=CC(=C(C1)CN1CCN(CC1)C1=C(C(N(C2=CC=C(N=C12)C)C)=O)C#N)O